1-(((2S,3R)-3-ethyl-5-oxopyrrolidin-2-yl)methoxy)imidazo[1,2-a][1,7]naphthyridine-6-carboxamide C(C)[C@H]1[C@H](NC(C1)=O)COC1=NC=CC=2C=C(C=3N(C12)C=CN3)C(=O)N